tert-butyl 4-(2-(cyclohept-1-en-1-yl)-5-ethyl-7-oxo-4-(2-oxo-2-((4-(trifluoromethoxy)phenyl)amino)ethyl)-4,7-dihydro-[1,2,4]triazolo[1,5-a]pyrimidin-6-yl)piperazine-1-carboxylate C1(=CCCCCC1)C1=NN2C(N(C(=C(C2=O)N2CCN(CC2)C(=O)OC(C)(C)C)CC)CC(NC2=CC=C(C=C2)OC(F)(F)F)=O)=N1